NC1=NC(=NC(=C1)C=1C=C2C(=NC1)NCC21CC1)N1C(OCCC1)=O 3-(4-amino-6-(1',2'-dihydrospiro[cyclopropane-1,3'-pyrrolo[2,3-b]pyridin]-5'-yl)pyrimidin-2-yl)-1,3-oxazinan-2-one